FC=1C=NC=2N(C1)C=C(N2)C2=NC(=NN2)C(F)(F)F 6-fluoro-2-(3-(trifluoromethyl)-1H-1,2,4-triazol-5-yl)imidazo[1,2-a]pyrimidine